6-(benzyloxy)-7-fluoro-2,3-dihydro-1H-pyrido[2,3-b][1,4]oxazine C(C1=CC=CC=C1)OC=1C(=CC2=C(OCCN2)N1)F